N-(4-(3-(6-Bromo-7-(((S)-1-(ethylsulfonyl)pyrrolidin-3-yl)amino)-3H-imidazo[4,5-b]pyridin-2-yl)-2,5-dimethyl-1H-pyrrol-1-yl)-3-methylphenyl)methansulfonamid BrC=1C(=C2C(=NC1)NC(=N2)C2=C(N(C(=C2)C)C2=C(C=C(C=C2)NS(=O)(=O)C)C)C)N[C@@H]2CN(CC2)S(=O)(=O)CC